N-(4-methoxyphenethyl)-7-methyl-N-(4-((trimethylsilyl)ethynyl)-benzyl)-7H-pyrrolo[2,3-d]pyrimidin-2-amine COC1=CC=C(CCN(C=2N=CC3=C(N2)N(C=C3)C)CC3=CC=C(C=C3)C#C[Si](C)(C)C)C=C1